CC(=CCCC1CC2=C(C3=CC=C(C=C3C(=C2CC1)OC1=CC=CC=C1)C)OC(C(=C)C)=O)C 2-(4-methyl-3-pentenyl)-6-methyl-9-methacryloyloxy-10-phenoxy-1,2,3,4-tetrahydroanthracene